3-(5-(difluoromethyl)-1,3,4-thiadiazol-2-yl)-8-(4-(hydroxymethyl)-1-piperidyl)-N-(1-methylcyclopropyl)imidazo[1,5-a]pyridine-6-sulfonamide FC(C1=NN=C(S1)C1=NC=C2N1C=C(C=C2N2CCC(CC2)CO)S(=O)(=O)NC2(CC2)C)F